(1-(4-chlorophenyl)cyclopropyl)methylamine ClC1=CC=C(C=C1)C1(CC1)CN